1,3-dihydroxy-propan-2-one OCC(CO)=O